((8-(4-fluorophenyl)-7-isopropyl-1H-[1,2,3]triazolo[4,5-g]isoquinolin-5-yl)imino)dimethyl-λ6-sulfanone FC1=CC=C(C=C1)C1=C(N=C(C=2C=C3C(=CC12)NN=N3)N=S(=O)(C)C)C(C)C